(3Z)-6-(pentyloxymethyl)-3-hexenyl-lithium C(CCCC)OCCC\C=C/CC[Li]